O=C(CCCCC(=O)OCC1=CC=CC=C1)C Benzyl 6-oxoheptanoate